(2R,5R)-5-(4-amino-2-oxopyrimidin-1(2H)-yl)-tetrahydrofuran NC1=NC(N(C=C1)[C@H]1CCCO1)=O